N-(2,6-dichlorophenyl)-4-methyl-2-methylsulfanyl-pyrimidine-5-carboxamide ClC1=C(C(=CC=C1)Cl)NC(=O)C=1C(=NC(=NC1)SC)C